C(#N)C=1C=C(C=CC1)C1=CC(=C(O1)C)C(=O)NC1=NC(=NS1)CC(C(F)(F)F)(C)O 5-(3-Cyanophenyl)-2-methyl-N-(3-(3,3,3-trifluoro-2-hydroxy-2-methylpropyl)-1,2,4-thiadiazol-5-yl)furan-3-carboxamide